((S)-2-amino-1-[(3-fluorophenyl)methyl]ethyl)-5-chloro-4-(4-chloro-1-methyl-1H-pyrazol-5-yl)-2-thiophenecarboxamide NC[C@@H](CC1=CC(=CC=C1)F)C1=C(SC(=C1C1=C(C=NN1C)Cl)Cl)C(=O)N